FC=1C=CC2=C(C(=NS2)C(=O)NC=2C(=NC=3C=CN(C(C3C2)=O)C2CC2)NC2=C(C=CC=C2)C)C1 5-Fluoro-N-(6-cyclopropyl-5-oxo-2-(o-tolylamino)-5,6-dihydro-1,6-naphthyridin-3-yl)benzo[d]isothiazole-3-carboxamide